CN(C)C1=CC=C(C=C1)N N,N-dimethyl-1,4-phenylenediamine